C1(CCC2=CC=CC=C12)N1N=CC(=C1)B1OC(C(O1)(C)C)(C)C 1-(2,3-dihydro-1H-inden-1-yl)-4-(4,4,5,5-tetramethyl-1,3,2-dioxaborolan-2-yl)-1H-pyrazole